[NH+]1(C=CC2=CC=CC=C12)[O-] Indol oxid